1-((S)-2-(3-((2-((3S,4R)-3-fluoro-4-methoxypiperidin-1-yl)pyrimidin-4-yl)amino)-8-((S)-3-((methylsulfonyl)methyl)pyrrolidin-1-yl)isoquinolin-5-yl)pyrrolidin-1-yl)prop-2-en-1-one F[C@H]1CN(CC[C@H]1OC)C1=NC=CC(=N1)NC=1N=CC2=C(C=CC(=C2C1)[C@H]1N(CCC1)C(C=C)=O)N1C[C@H](CC1)CS(=O)(=O)C